5-fluoropyrimidin-4-amine FC=1C(=NC=NC1)N